C(#N)N1C(C(C1)N1CCC(CC1)N1N=CC(=C1C)C=1C=C(C=2N(C1)N=CC2C#N)N[C@H](C)C2=NC=CC=C2)(C)C 6-[1-[1-(1-Cyano-2,2-dimethyl-azetidin-3-yl)-4-piperidyl]-5-methyl-pyrazol-4-yl]-4-[[(1R)-1-(2-pyridyl)ethyl]amino]pyrazolo[1,5-a]pyridine-3-carbonitrile